C[C@@H](C(=O)O)O The molecule is an optically active form of lactic acid having (S)-configuration. It has a role as an Escherichia coli metabolite and a human metabolite. It is a 2-hydroxypropanoic acid and a (2S)-2-hydroxy monocarboxylic acid. It is a conjugate acid of a (S)-lactate. It is an enantiomer of a (R)-lactic acid.